[NH4+].N1=CN=C2N=CNC2=C1N adenine ammonium salt